8-bromo-2-(methanesulfonyl)-N-[(4-methoxyphenyl)methyl]-N-({1-[(4-methoxyphenyl)methyl]-1H-benzimidazol-2-yl}methyl)pyrazolo[1,5-a][1,3,5]triazin-4-amine BrC=1C=NN2C1N=C(N=C2N(CC2=NC1=C(N2CC2=CC=C(C=C2)OC)C=CC=C1)CC1=CC=C(C=C1)OC)S(=O)(=O)C